N-(1,1-Dimethylprop-2-ynyl)-4-[(2-isochroman-1-ylacetyl)amino]pyridin CC(C#C)(C)N1CC=C(C=C1)NC(CC1OCCC2=CC=CC=C12)=O